1-decyl-3-propyl-triethoxysilane C(CCCCCCCCC)CCC[Si](OCC)(OCC)OCC